2-[METHYL(PROP-2-EN-1-YL)AMINO]ACETIC ACID CN(CC(=O)O)CC=C